[1,3]dioxolo[4,5-g]quinolin-6(5H)-one O1COC=2C1=CC=1C=CC(NC1C2)=O